5-((3S,5R)-4-((7-ethyl-6-oxo-5,6-dihydro-1,5-naphthyridin-3-yl)methyl)-3,5-dimethylpiperazin-1-yl)-aza-methylpyridineamide C(C)C=1C(NC=2C=C(C=NC2C1)CN1[C@H](CN(C[C@H]1C)C=1C=C(C(=NC1)C(=O)N)N)C)=O